6-(2-hydroxyprop-2-yl)pyrimidine-4-carboxylic acid OC(C)(C)C1=CC(=NC=N1)C(=O)O